N-(4-Chloro-3-cyano-1H-indol-7-yl)-1H-pyrazol-4-sulfonamid ClC1=C2C(=CNC2=C(C=C1)NS(=O)(=O)C=1C=NNC1)C#N